tris(3,5-dimethylphenyl) phosphate P(=O)(OC1=CC(=CC(=C1)C)C)(OC1=CC(=CC(=C1)C)C)OC1=CC(=CC(=C1)C)C